1-(benzo[d]isoxazol-3-yl)ethane-1-sulphonamide O1N=C(C2=C1C=CC=C2)C(C)S(=O)(=O)N